methyl 5-[1-(tert-butoxycarbonyl)piperidin-4-yl]-3-fluoropyridine-2-carboxylate C(C)(C)(C)OC(=O)N1CCC(CC1)C=1C=C(C(=NC1)C(=O)OC)F